FC(C1=NC=2C=CC=C(C2C=C1)S(=O)(=O)Cl)F 2-(difluoromethyl)quinoline-5-sulfonyl chloride